1-[(1S)-1-benzyl-2-ethoxy-ethyl]imidazo[4,5-c]quinolin-4-amine C(C1=CC=CC=C1)[C@@H](COCC)N1C=NC=2C(=NC=3C=CC=CC3C21)N